SC=1N(C=CN1)S 2-mercapto-1-mercaptoimidazole